FC=1C=C2C(=C(NC2=C(C1)F)C1=CC=C(C=C1)F)CCN 2-[5,7-difluoro-2-(4-fluorophenyl)-1H-indol-3-yl]Ethylamine